tert-Butyl 4-([1,1'-biphenyl]-3-yl)piperazine-1-carboxylate C1(=CC(=CC=C1)N1CCN(CC1)C(=O)OC(C)(C)C)C1=CC=CC=C1